methyl 4-[[(4S)-3-[2-[[(1S)-1-(2,2-difluoro-1,3-benzodioxol-5-yl)ethyl]amino]-4-pyridyl]-1-(oxetan-3-yl)-4,5,6,7-tetrahydroindazol-4-yl]oxy]benzoate FC1(OC2=C(O1)C=CC(=C2)[C@H](C)NC2=NC=CC(=C2)C2=NN(C=1CCC[C@@H](C21)OC2=CC=C(C(=O)OC)C=C2)C2COC2)F